FC=1C=C(C(=C(NC2=C(C=NC=C2)C(=O)NC([2H])([2H])[2H])C1)OC)C1=NN(C=N1)C 4-(5-fluoro-2-methoxy-3-(1-methyl-1H-1,2,4-triazol-3-yl)anilino)-N-(methyl-d3)pyridine-3-carboxamide